1-(p-vinylphenylethyl)-3-(m-vinylphenylethyl)benzene 2-[{3-[3-(Decyloxy)phenyl]propanoyl}(2-phenylethyl)amino]ethyl-dihydrogenphosphate ammonium salt [NH4+].C(CCCCCCCCC)OC=1C=C(C=CC1)CCC(=O)N(CCOP(=O)(O)O)CCC1=CC=CC=C1.C(=C)C1=CC=C(C=C1)CCC1=CC(=CC=C1)CCC1=CC(=CC=C1)C=C